glutamamide N[C@@H](CCC(=O)N)C(=O)N